S(=O)(=O)(O)C1=C(C=CC(=C1)S(=O)(=O)O)C1=NN(N[NH2+]1)C1=C(C=C(C=C1)[N+](=O)[O-])OC.[Na+] sodium 5-(2,4-disulfophenyl)-3-(2-methoxy-4-nitrophenyl)-2H-tetrazolium